dicyclohexyl-(1-methyl-2,2-diphenylvinyl)phosphine 3-(Tridecyloxy)-2,2-bis((tridecyloxy)methyl)propyl-4-(4-(2-hydroxyethyl)piperazin-1-yl)butanoate C(CCCCCCCCCCCC)OCC(COC(CCCN1CCN(CC1)CCO)=O)(COCCCCCCCCCCCCC)COCCCCCCCCCCCCC.C1(CCCCC1)P(C(=C(C1=CC=CC=C1)C1=CC=CC=C1)C)C1CCCCC1